Cl.C1(CC1)C1=CC=C(C=C1)NC(=O)[C@@H]1NCC[C@H](C1)F (2R,4R)-N-(4-cyclopropylphenyl)-4-fluoro-piperidine-2-carboxamide hydrochloride